3-((3-(9H-Purin-6-yl)pyridin-2-yl)amino)-4-methyl-N-(3-(trifluoromethyl)phenyl)benzamide N1=CN=C2NC=NC2=C1C=1C(=NC=CC1)NC=1C=C(C(=O)NC2=CC(=CC=C2)C(F)(F)F)C=CC1C